NC1=NC(=NC=C1[C@]([C@@H](C)O)(CO[Si](C)(C)C(C)(C)C)C)SC |r| rac-(2R,3S)-3-(4-amino-2-(methylthio)pyrimidin-5-yl)-4-((tert-butyldimethylsilyl)oxy)-3-methylbutan-2-ol